N[C@@H]1CN(CC[C@@H]1F)C(=O)OCC1=CC=CC=C1 |r| (+/-)-(cis)-benzyl 3-amino-4-fluoropiperidine-1-carboxylate